[Si](C)(C)(C(C)(C)C)OC=1C(=NOC1C(C)C)C=O 4-[(tert-butyldimethylsilyl)oxy]-5-isopropyl-1,2-oxazole-3-carbaldehyde